The molecule is an oligopeptide composed of L-alanine, L-arginine, glycine, L-tyrosine, L-serine, L-serine, L-phenylalanine, L-isoleucine, L-tyrosine, L-trytophan, L-phenylalanine, L-phenylalanine, L-aspartic acid and L-phenylalanine joined in sequence by peptide linkages. CCC(C)[C@@H](C(=O)N[C@@H](CC1=CC=C(C=C1)O)C(=O)N[C@@H](CC2=CNC3=CC=CC=C32)C(=O)N[C@@H](CC4=CC=CC=C4)C(=O)N[C@@H](CC5=CC=CC=C5)C(=O)N[C@@H](CC(=O)O)C(=O)N[C@@H](CC6=CC=CC=C6)C(=O)O)NC(=O)[C@H](CC7=CC=CC=C7)NC(=O)[C@H](CO)NC(=O)[C@H](CO)NC(=O)[C@H](CC8=CC=C(C=C8)O)NC(=O)CNC(=O)[C@H](CCCNC(=N)N)NC(=O)[C@H](C)N